C(C)N1N=C2C(=CC=C(C2=C1)N1CC2(CN(C2)C(=O)OC(C)(C)C)C1)C(NC=1C=C(C=2N(C1)C=C(N2)C)F)=O tert-butyl 6-[2-ethyl-7-({8-fluoro-2-methylimidazo[1,2-a]pyridin-6-yl}carbamoyl)indazol-4-yl]-2,6-diazaspiro[3.3]heptane-2-carboxylate